ClCCC(O)C=1SC2=C(N1)C=CC(=C2)Cl 3-chloro-1-(6-chlorobenzothiazol-2-yl)propan-1-ol